N1C(=NC=C1)C(=O)N ImidazoleAmide